tert-Butyl 4-[4-[(2,6-dioxo-3-piperidyl)amino]-2-fluoro-phenyl]piperazine-1-carboxylate O=C1NC(CCC1NC1=CC(=C(C=C1)N1CCN(CC1)C(=O)OC(C)(C)C)F)=O